C(C)OC(CN1C(C2=C(C=C(S2)C)C2(CC2)C1)=O)=O.BrCC(=O)C1=CC=NC2=CC=C(N=C12)F 2-bromo-1-(6-fluoro-1,5-naphthyridin-4-yl)ethanone ethyl-2-(2-methyl-7-oxo-spiro[5H-thieno[2,3-c]pyridine-4,1'-cyclopropane]-6-yl)acetate